CN1CCN(CC1)C1=NC=CC(=C1)C1=CNC2=NC=C(C=C21)C(=O)NC2CCN(CC2)C 3-(2-(4-methylpiperazin-1-yl)pyridin-4-yl)-N-(1-methylpiperidin-4-yl)-1H-pyrrolo[2,3-b]pyridine-5-carboxamide